CN(CCC(=O)OC1C[C@H](N(C1)CCCCCC(OCCCCCCCCCCC)=O)C(=O)OCCCCCCCC(=O)OC(CCCCCCCC)CCCCCCCC)C [8-(1-octylnonoxy)-8-oxo-octyl] (2S)-4-[3-(dimethylamino)propanoyloxy]-1-(6-oxo-6-undecoxy-hexyl)pyrrolidine-2-carboxylate